[Cl-].C(C)N1C(=NC=C1)C 1-ethyl-methylimidazole chloride salt